tri(4-butyl-6-tert-butyl-phenyl) phosphite P(OC1=CC=C(C=C1C(C)(C)C)CCCC)(OC1=CC=C(C=C1C(C)(C)C)CCCC)OC1=CC=C(C=C1C(C)(C)C)CCCC